N-[4-(methanesulfonylmethyl)-3-methylphenyl]-5H,6H,7H,8H-pyrido[3,4-d]pyrimidin-2-amine CS(=O)(=O)CC1=C(C=C(C=C1)NC=1N=CC2=C(N1)CNCC2)C